2-(4-(8-chloro-2-oxo-2,3-dihydro-1H-imidazo[4,5-c][1,5]naphthyridin-1-yl)phenyl)-2-methylpropanenitrile ClC1=NC=2C3=C(C=NC2C=C1)NC(N3C3=CC=C(C=C3)C(C#N)(C)C)=O